tert-butyl 2-oxo-1-(3-oxocyclobutyl)-6-(4,4,5,5-tetramethyl-1,3,2-dioxaborolan-2-yl)spiro[indoline-3,4'-piperidine]-1'-carboxylate O=C1N(C2=CC(=CC=C2C12CCN(CC2)C(=O)OC(C)(C)C)B2OC(C(O2)(C)C)(C)C)C2CC(C2)=O